(2'-(tert-butoxycarbonyl)-4'-oxo-3',4'-dihydro-2'H-spiro[cyclopropane-1,1'-isoquinolin]-7'-yl)boronic acid C(C)(C)(C)OC(=O)N1C2(C3=CC(=CC=C3C(C1)=O)B(O)O)CC2